ClC=1C=C(C(=NC1)CN1C(C2=CC=CC=C2C1=O)=O)C1=C(C(=O)N(C(C)C)CC)C=C(C=C1)F 2-{5-chloro-2-[(1,3-dioxo-2,3-dihydro-1H-isoindol-2-yl)methyl]pyridin-3-yl}-N-ethyl-5-fluoro-N-(isopropyl)benzamide